methyl 5-(9-((4-(aminomethyl)phenyl)carbamoyl)-4,5-dihydrobenzo[b]thieno[2,3-d]oxepin-8-yl)-2-propyl-2H-indazole-4-carboxylate NCC1=CC=C(C=C1)NC(=O)C1=CC2=C(OCCC3=C2SC=C3)C=C1C1=C(C3=CN(N=C3C=C1)CCC)C(=O)OC